BrC1=C(C=CC2=CC=CC=C12)N(P(NC1=CC(=CC=C1)C)(O)=O)C1=CC(=CC=C1)C (1-bromonaphthalen-2-yl)-N,N'-bis(3-methylphenyl)phosphoric diamide